N-(5-((3-((2-Methoxypyridin-4-yl)methyl)-4-methylpiperazin-1-yl)methyl)thiazol-2-yl)acetamid COC1=NC=CC(=C1)CC1CN(CCN1C)CC1=CN=C(S1)NC(C)=O